S(=O)(=O)(O)C#N Sulfocyanid